OCCONC(C)=O N-(2-hydroxyethoxy)acetamide